tert-butyl 3-(6-(6-(dimethylamino)pyridazin-4-yl)pyrrolo[1,2-b]pyridazin-4-yl)-3,8-diazabicyclo[3.2.1]octane-8-carboxylate CN(C1=CC(=CN=N1)C=1C=C2N(N=CC=C2N2CC3CCC(C2)N3C(=O)OC(C)(C)C)C1)C